4-(2-((2-(sec-butoxy)-5-chlorobenzyl)amino)ethyl)-N-(prop-2-yn-1-yl)benzenesulfonamide C(C)(CC)OC1=C(CNCCC2=CC=C(C=C2)S(=O)(=O)NCC#C)C=C(C=C1)Cl